6-(6-chloro-3,5-dicyano-4-ethylpyridin-2-yl)hexahydropyrrolo[3,4-b][1,4]oxazine-4(4aH)-carboxylic acid tert-butyl ester C(C)(C)(C)OC(=O)N1C2C(OCC1)CN(C2)C2=NC(=C(C(=C2C#N)CC)C#N)Cl